NC1=NC=CC=C1C1=NC=2C(=NC(=CC2)C2=CC=CC=C2)N1C1=CC=C(C=C1)CNC(C1=CC(=CC=C1)S(=O)(=O)CC)=O N-[[4-[2-(2-amino-3-pyridyl)-5-phenyl-imidazo[4,5-b]pyridin-3-yl]phenyl]methyl]-3-ethylsulfonyl-benzamide